5-chloro-2-(difluoromethoxy)benzene-1-sulfonyl chloride ClC=1C=CC(=C(C1)S(=O)(=O)Cl)OC(F)F